C(CCC)C1=CC(C=CC1(O)C#CC#CC1=C(C=C(C=C1)O)CCCC)=O 3-butyl-4-((2-butyl-4-hydroxyphenyl)but-1,3-diyn-1-yl)-4-hydroxycyclohexa-2,5-dien-1-one